FC1=CC(=C(C=C1C=1C=NC(=NC1)N1CCOCC1)NC(=O)C=1C(=NNC1)C(F)(F)F)N1C[C@H](N(CC1)C)C |r| N-[4-fluoro-5-(2-morpholin-4-ylpyrimidin-5-yl)-2-[rac-(3R)-3,4-dimethylpiperazin-1-yl]phenyl]-3-(trifluoromethyl)-1H-pyrazole-4-carboxamide